BrC1=C(C=CC(C1)(C)Br)NN 2,4-dibromo-p-methylphenyl-hydrazine